(E)-1-((5-chloro-3'-(prop-1-yn-1-yl)-[1,1'-biphenyl]-2-yl)sulfonyl)-4-fluoro-N-(3-(methylsulfonyl)allyl)piperidine-4-carboxamide ClC=1C=CC(=C(C1)C1=CC(=CC=C1)C#CC)S(=O)(=O)N1CCC(CC1)(C(=O)NC\C=C\S(=O)(=O)C)F